P(O)(=O)(OP(=O)(O)OP(=O)(O)O)OC[C@@H]1[C@H]([C@H]([C@@H](O1)N1C(=O)NC(=O)CC1)O)O dihydrouridine triphosphate